C1(C2=C(C(O1)=O)C=C1C=C3C=C4C(C(OC4=O)=O)=CC3=CC1=C2)=O anthra[2,3-c:6,7-c']difuran-1,3,7,9-tetraone